CC(C)(CCC=C)C1=C(C(=NC=C1[N+](=O)[O-])N)C(F)(F)F (2-methylhex-5-en-2-yl)-5-nitro-3-(trifluoromethyl)pyridin-2-amine